caproyl glycidyl ether C(C1CO1)OC(CCCCC)=O